N-((3S,4S)-3-fluoro-1-(oxetan-3-yl)piperidin-4-yl)-4-methoxy-5-(2-methyl-1-(2,2,2-trifluoroethyl)-1H-benzo[d]imidazol-6-yl)pyrrolo[2,1-f][1,2,4]triazin-2-amine F[C@H]1CN(CC[C@@H]1NC1=NN2C(C(=N1)OC)=C(C=C2)C=2C=CC1=C(N(C(=N1)C)CC(F)(F)F)C2)C2COC2